6-(2-Ethyl-4-(m-tolyl)-1H-imidazol-5-yl)-[1,2,4]triazolo[1,5-a]pyridine C(C)C=1NC(=C(N1)C=1C=C(C=CC1)C)C=1C=CC=2N(C1)N=CN2